3-(4-((7-(4-(ethylsulfonyl)piperazin-1-yl)heptyl)thio)-1-oxoisoindolin-2-yl)piperidine-2,6-dione C(C)S(=O)(=O)N1CCN(CC1)CCCCCCCSC1=C2CN(C(C2=CC=C1)=O)C1C(NC(CC1)=O)=O